C(C1=CC=CC=C1)OC1=C(C(=NC(=C1)C1=C(C=C(C(=C1)F)C(F)(F)F)OC1=C(C(=C(C=C1)F)F)OC)C)S(=O)C 4-benzyloxy-6-[2-(3,4-difluoro-2-methoxy-phenoxy)-5-fluoro-4-(trifluoromethyl)phenyl]-2-methyl-3-methylsulfinyl-pyridine